O[C@H]1C[C@@H](N(C1)C(=O)[C@H](C(C)(C)C)N1N=NC(=C1)C1CCC(CC1)C(=O)OC)C(NC)=O Methyl 4-[1-[(1S)-1-[(2R,4S)-4-hydroxy-2-(methylcarbamoyl)pyrrolidine-1-carbonyl]-2,2-dimethyl-propyl]triazol-4-yl]cyclohexanecarboxylate